COC1(COC1)C=1C=C(C=CC1)C(=O)N1CC(CCC1)OC1=CC=C(C=C1)C(F)(F)F (3-(3-methoxyoxetan-3-yl)phenyl)(3-(4-(trifluoromethyl)phenoxy)piperidin-1-yl)methanone